3β-octanoxy-5α-hydroxy-6β-[2-(1H-imidazol-4-yl)ethylamino]cholestane C(CCCCCCC)O[C@@H]1C[C@@]2([C@@H](C[C@H]3[C@@H]4CC[C@H]([C@@H](CCCC(C)C)C)[C@]4(CC[C@@H]3[C@]2(CC1)C)C)NCCC=1N=CNC1)O